CN1CCN(CC1)C1=CC=C(C=C1)C=1N=NNC1 4-(4-(4-methylpiperazin-1-yl)phenyl)-1H-1,2,3-triazol